FC(CCN1CC(C1)C(=O)OCC)(F)F ethyl 1-(3,3,3-trifluoropropyl)azetidine-3-carboxylate